sodium ammonia N.[Na]